tert-butyl 3-(1-(cyclopentylmethyl)-5-methyl-1H-pyrazol-4-yl)-6-(8-(thiazolo[5,4-b]pyridin-2-ylcarbamoyl)-3,4-dihydroisoquinolin-2(1H)-yl)picolinate C1(CCCC1)CN1N=CC(=C1C)C=1C(=NC(=CC1)N1CC2=C(C=CC=C2CC1)C(NC=1SC2=NC=CC=C2N1)=O)C(=O)OC(C)(C)C